(S)-4-(1-(5-phenyl-1-(4-(trifluoromethyl)benzyl)-1H-indazole-7-carboxamido)ethyl)benzoic acid C1(=CC=CC=C1)C=1C=C2C=NN(C2=C(C1)C(=O)N[C@@H](C)C1=CC=C(C(=O)O)C=C1)CC1=CC=C(C=C1)C(F)(F)F